FC1([C@@H]([C@H]1C1=NC=CC(=N1)C)C(=O)OC)F |r| rac-methyl (1S*,3S*)-2,2-difluoro-3-(4-methylpyrimidin-2-yl)cyclopropane-1-carboxylate